C(#C)C=1SC=C(N1)NC(=O)NCC1=CC=C(C=C1)C=1C=C2C(=C3C(NCC13)=O)SC=N2 1-(2-ethynylthiazol-4-yl)-3-(4-(8-oxo-7,8-dihydro-6H-thiazolo[5,4-e]isoindol-5-yl)-benzyl)urea